C1=CC=C(C=2SC3=C(C21)C=CC=C3)C=3C=C(C=CC3)C3=CN=C2C(=N3)OC3=C2C=C(C=C3)C3=CC(=CC=C3)C3=CC=CC2=C3SC3=C2C=CC=C3 3,8-bis[3-(dibenzothiophene-4-yl)phenyl]benzofuro[2,3-b]pyrazine